2-Amino-N-(1-(4-chloro-7-methoxy-1H-indazol-6-yl)ethyl)pyrazolo[1,5-a]pyrimidine-3-carboxamide NC1=NN2C(N=CC=C2)=C1C(=O)NC(C)C1=CC(=C2C=NNC2=C1OC)Cl